(butane-1,4-diyl)dinicotinamide C(CCCC1=C(C(=O)N)C=CC=N1)C1=C(C(=O)N)C=CC=N1